C1(CC1)C1=NN(C(=C1)S(=O)(=O)N1CC2(C1)CN(CC2)C2CCOCC2)C 2-((3-Cyclopropyl-1-methyl-1H-pyrazol-5-yl)sulfonyl)-6-(tetrahydro-2H-pyran-4-yl)-2,6-diazaspiro[3.4]octane